O1C(OCCC1)COC1=CC=C(C=C1)C(=O)C1=C(C=NC2=CC(=CC=C12)O)C1=C(C=C(C=C1)C(F)(F)F)F [4-(1,3-Dioxan-2-ylmethoxy)phenyl]-[3-[2-fluoro-4-(trifluoromethyl)phenyl]-7-hydroxy-4-quinolyl]methanone